CN1NC(C(=C1)C(=O)OCC)=O ethyl 1-methyl-3-oxo-2,3-dihydropyrazole-4-carboxylate